CC1=C(C=CC(=C1C=1N=CN(C1)C)NC1CCC(CC1)C(F)(F)F)S(=O)(=O)N methyl-3-(1-methyl-1H-imidazol-4-yl)-4-(((1s,4s)-4-(trifluoromethyl)cyclohexyl)amino)benzenesulfonamide